(4S)-4-Amino-5-[[2-(1H-indol-3-yl)ethyl]amino]-5-oxopentanoic acid N[C@@H](CCC(=O)O)C(=O)NCCC1=CNC2=CC=CC=C12